C(C)(C)(C)NS(=O)(=O)C1=C(C=CC(=C1)NC(=O)N[C@H](C)C1=CC=CC=C1)C1=CN=C(S1)C12CCC(CC1)(CC2)NC(OC(C)C)=O isopropyl (R)-(4-(5-(2-(N-(tert-butyl)sulfamoyl)-4-(3-(1-phenylethyl)ureido)phenyl)thiazol-2-yl)bicyclo[2.2.2]octan-1-yl)carbamate